C(CCCCCCCCCCC)B1OC(C)(C)C(C)(C)O1 1-dodecylboronic acid pinacol ester